Cl.COC[C@@H]1N(C[C@H](NC1)C)CC=O 2-[(2R,5R)-2-(methoxymethyl)-5-methylpiperazin-1-yl]ethan-1-one, hydrochloride salt